ClC1=CC=C(C=C1)NC(=O)N1[C@@H](C[C@@H](C1)O)C(=O)NC1=C(C=CC(=C1)C(CCC1CC1)(N[S@](=O)C(C)(C)C)C1=CC(=CC=C1)C#N)F (2S,4S)-N1-(4-chlorophenyl)-N2-(5-((-)-1-(3-cyanophenyl)-3-cyclopropyl-1-((R)-1,1-dimethylethylsulfinamido)propyl)-2-fluorophenyl)-4-hydroxypyrrolidine-1,2-dicarboxamide